((2S,4R)-2-(2-fluorophenyl)piperidin-4-yl)(methyl)carbamic acid tert-butyl ester C(C)(C)(C)OC(N(C)[C@H]1C[C@H](NCC1)C1=C(C=CC=C1)F)=O